ClC1=C(C=C(C(=O)OCC)C=C1)C=1C(=NN(C1)C)NC1CC2(C1)CC(C2)(F)F ethyl 4-chloro-3-[3-({6,6-difluorospiro[3.3]heptan-2-yl}amino)-1-methyl-1H-pyrazol-4-yl]benzoate